OC(CN1N=CC(=C1)C1=NC(=NC=C1C(F)(F)F)NC1=C(C=CC=C1OC)S(=O)(=O)N)(C)C ((4-(1-(2-hydroxy-2-methylpropyl)-1H-pyrazol-4-yl)-5-(trifluoromethyl)pyrimidin-2-yl)amino)-3-methoxybenzenesulfonamide